7-methoxy-1,1-dimethyl-3,4-dihydro-naphthalen-2(1H)-one COC1=CC=C2CCC(C(C2=C1)(C)C)=O